(1S,2R)-3-(2-(2-amino-3-bromoquinolin-7-yl)ethyl)-5-(4-amino-5,6-dihydro-7H-pyrrolo[2,3-d]pyrimidin-7-yl)cyclopent-3-ene-1,2-diol NC1=NC2=CC(=CC=C2C=C1Br)CCC=1[C@H]([C@H](C(C1)N1CCC2=C1N=CN=C2N)O)O